tert-butyl 4-(5-[[5-cyclopropyl-3-(2,6-dichlorophenyl)-1,2-oxazol-4-yl]methoxy]-3-ethyl-2-azabicyclo[2.2.1]heptan-2-yl)benzoate C1(CC1)C1=C(C(=NO1)C1=C(C=CC=C1Cl)Cl)COC1C2C(N(C(C1)C2)C2=CC=C(C(=O)OC(C)(C)C)C=C2)CC